difluoromethyl hypofluorite FOC(F)F